N-(9-fluorenylmethoxycarbonyl)-3,4-difluorophenylalanine C1=CC=CC=2C3=CC=CC=C3C(C12)COC(=O)N[C@@H](CC1=CC(=C(C=C1)F)F)C(=O)O